FC=1C=C(C=CC1)NC(=O)C1=NC(=NC=C1)N1C=NC=C1 N-(3-fluorophenyl)-2-(1H-imidazol-1-yl)pyrimidine-4-carboxamide